C(C1(C)C(C)(C)C(C(=O)O)CC1)(=O)O.N1C[C@@H](CCC1)C1=CC=C(C=C1)N1N=C2C(=CC=CC2=C1)C(=O)N 2-{4-[(3S)-piperidin-3-yl]phenyl}-2H-indazole-7-carboxamide camphoric acid salt